C(CC)(=O)OC1=C2C(C=C(OC2=C(C(=C1)O)[C@@H]1[C@@H](CN(CC1)C)O)C1=C(C=CC=C1)Cl)=O 2-(2-chlorophenyl)-7-hydroxy-8-((3S,4R)-3-hydroxy-1-methylpiperidin-4-yl)-4-oxo-4H-chromen-5-yl propionate